NCCCC[C@@H](C(=O)NC=1SC=C(N1)C1=CC=CC=C1)NC(=O)C1=CN(C=C1)S(=O)(=O)C (2S)-6-amino-2-[(1-methanesulfonylpyrrol-3-yl)formamido]-N-(4-phenyl-1,3-thiazol-2-yl)hexanamide